C(C(C(C(C(C(=O)CO)O)O)O)O)O Hept-2-ulose